(3-ETHOXYCARBONYL-5-NITROPHENYL)BORONIC ACID C(C)OC(=O)C=1C=C(C=C(C1)[N+](=O)[O-])B(O)O